BrC=1C=C(C=CC1)SC1=C(C(=O)O)C=CN=C1 3-[(3-Bromophenyl)thio]isonicotinic acid